3-mesyloxypropylamine hydrochloride Cl.S(=O)(=O)(C)OCCCN